COC(=O)C12CN(C(CC1)CC2)CC2=NC(=C(N=C2OC)N[C@H]2CCC1=C(C=CC=C21)Br)C(F)(F)F (S)-2-((5-((4-bromo-2,3-dihydro-1H-inden-1-yl)amino)-3-methoxy-6-(trifluoromethyl)pyrazin-2-yl)methyl)-2-azabicyclo[2.2.2]Octane-4-carboxylic acid methyl ester